tetrahydrofuranOne C1CC(=O)OC1